3-methyl-5-(1-(4-(trifluoromethyl)phenyl)-1H-1,2,4-triazol-3-yl)pyridin-2-amine CC=1C(=NC=C(C1)C1=NN(C=N1)C1=CC=C(C=C1)C(F)(F)F)N